6-(tert-butoxy)-6-oxohexan-1-aminium chloride [Cl-].C(C)(C)(C)OC(CCCCC[NH3+])=O